(2S,4R)-4-((tertbutyldimethylsilyl)oxy)-1-(2-(3-(hydroxymethyl)isoxazol-5-yl)-3-methylbutanoyl)-N-((S)-1-(4-(4-methylthiazol-5-yl)phenyl)ethyl)pyrrolidine-2-carboxamide C(C)(C)(C)[Si](O[C@@H]1C[C@H](N(C1)C(C(C(C)C)C1=CC(=NO1)CO)=O)C(=O)N[C@@H](C)C1=CC=C(C=C1)C1=C(N=CS1)C)(C)C